C(C)C(CCCCCCC\C=C/CCCCCCCC(=O)O)(CC)CC.C(CCC)OCCCC butyl ether triethyloleate